FC=1C(=NC=C(C1N1CCOCC1)N)NCC1=CC=C(C=C1)OC 3-Fluoro-N2-(4-methoxybenzyl)-4-morpholinopyridine-2,5-diamine